[Si](C)(C)(C(C)(C)C)OCCN(CCC(=O)O)CCO[Si](C)(C)C(C)(C)C 3-(bis(2-((tert-butyldimethylsilyl)oxy)ethyl)amino)propanoic acid